FC1CN(C1)C1=CC=C2C3(CC=4C(=NOC4C2=C1)NS(=O)(=O)C1=C(C=C(C(=O)NC)C=C1OC)OC)CC3 4-(N-(8'-(3-fluoroazetidin-1-yl)-4'H-spiro[cyclopropane-1,5'-naphtho[2,1-d]isoxazol]-3'-yl)sulfamoyl)-3,5-dimethoxy-N-methylbenzamide